FC(C(=O)O)(F)F.COC1=C(C(=O)N)C=CC=C1 2-methoxybenzamide, trifluoroacetate salt